tert-butyl 2-[1-(2-fluoro-5-methoxy-4-nitro-phenyl)-4-hydroxy-4-piperidyl]acetate FC1=C(C=C(C(=C1)[N+](=O)[O-])OC)N1CCC(CC1)(O)CC(=O)OC(C)(C)C